2-(3-amino-5-(4-methyl-1H-imidazol-1-yl)phenyl)-2-methylpropionitrile NC=1C=C(C=C(C1)N1C=NC(=C1)C)C(C#N)(C)C